C(C)(C)NCCCCO 4-(isopropylamino)butanol